methylstyrene acrylate C(C=C)(=O)O.CC=CC1=CC=CC=C1